CN(C=1C=C2CCN[C@H](C2=CC1)CNC1=C(C(=O)O)C=CN=C1)C1=CC=C(C=C1)OCC(F)(F)F (R)-3-(((6-(methyl(4-(2,2,2-trifluoroethoxy)phenyl)amino)-1,2,3,4-tetrahydroisoquinolin-1-yl)methyl)amino)isonicotinic acid